CN1CC(C1)(C)[C@@](C=1C=C(C=NC1)C1=NOC(=N1)[C@H]1C(NC1)=O)(C1=CC=C(C=C1)C(C)C)O (S)-3-(3-{5-[(R)-(1,3-dimethyl-azetidin-3-yl)-hydroxy-(4-isopropyl-phenyl)-methyl]-pyridin-3-yl}-[1,2,4]Oxadiazol-5-yl)-azetidin-2-one